3-((3-ethoxy-3-(2-(thiophen-2-yl)ethyl)pyrrolidin-1-yl)methyl)pyridine C(C)OC1(CN(CC1)CC=1C=NC=CC1)CCC=1SC=CC1